tert-butyl (E)-3-((3-butyl-7-(ethylthio)-5-(4-fluorophenyl)-1,1-dioxido-2,3,4,5-tetrahydro-1,5-benzothiazepin-8-yl)oxy)acrylate C(CCC)C1CS(C2=C(N(C1)C1=CC=C(C=C1)F)C=C(C(=C2)O/C=C/C(=O)OC(C)(C)C)SCC)(=O)=O